C1(CC1)C=1C=CC(=NC1CC1=CC=C(C=C1)F)C(=O)NC(CCOCCOCCOCCOCCNC1=CC=C(C2=NON=C21)[N+](=O)[O-])(C(=O)OCC)CC Ethyl 15-(5-cyclopropyl-6-(4-fluorobenzyl)picolinamido)-15-ethyl-1-((7-nitrobenzo[c][1,2,5]oxadiazol-4-yl)amino)-3,6,9,12-tetraoxahexadecan-16-oate